e-(1R,2R)-cyclopropane C1CC1